C(CCCCCCCCCCC)(=O)[O-].C(CCCCCCCCCCC)(=O)[O-].C(CCC)[Sb+2]CCCC dibutylantimony dilaurate